3-(3-Methoxycinnolin-7-yl)-N-methyl-4-[4-(trifluoromethyl)phenoxy]benzene-1-sulfonamide COC=1N=NC2=CC(=CC=C2C1)C=1C=C(C=CC1OC1=CC=C(C=C1)C(F)(F)F)S(=O)(=O)NC